C(#N)C1=CC(=C(COC2=CC=CC(=N2)N2C3CN(CC2CC3)CC3=NC2=C(N3C[C@H]3OCC3)C=C(C=C2)C(=O)O)C=C1)F 2-((8-(6-((4-cyano-2-fluorobenzyl)oxy)pyridin-2-yl)-3,8-diazabicyclo[3.2.1]octan-3-yl)methyl)-1-(((S)-oxetan-2-yl)methyl)-1H-benzo[d]imidazole-6-carboxylic acid